BrCC1=CC=C(C=C1)C=1N=NN(C1)C 4-(4-(bromomethyl)phenyl)-1-methyl-1H-1,2,3-triazole